[K+].S(=O)(=O)([O-])OOS(=O)(=O)[O-].[K+] monopersulfate potassium